NCCCOC=1C=CC(=C(C(=O)OC)C1)OC methyl 5-(3-aminopropoxy)-2-methoxybenzoate